NC(CC)C1=CC(=CS1)C1=CC(=CC=2C=COC21)COC2=C(C=CC=C2)CC(=O)O 2-(2-((7-(5-(1-aminopropyl)thiophen-3-yl)benzofuran-5-yl)methoxy)phenyl)acetic acid